CC1(C(C(C1OC=1C=CC=2N(N1)C(=NN2)C(F)(F)F)(C)C)NC(C2=CC=CC=C2)=O)C N-((1r,3r)-2,2,4,4-tetramethyl-3-((3-trifluoromethyl-[1,2,4]triazolo[4,3-b]pyridazin-6-yl)oxy)cyclobutyl)benzamide